ClC=1C(=NC=C(C1CC=O)Cl)C(C(F)F)O 2-[3,5-dichloro-2-(2,2-difluoro-1-hydroxy-ethyl)-4-pyridinyl]ethanone